3-fluoro-N-(2-(2-methyl-3-((1R,3R)-3-methyl-2-(2,2,2-trifluoroethyl)-2,3,4,9-tetrahydro-1H-pyrido[3,4-b]indol-1-yl)phenoxy)ethyl)propan-1-amine FCCCNCCOC1=C(C(=CC=C1)[C@H]1N([C@@H](CC2=C1NC1=CC=CC=C21)C)CC(F)(F)F)C